ClC=1C=CC(=C(C1)C1=CC(N(C=C1OC)C(C(=O)NC1=CC2=C(N(N=C2C=C1)C)C)CC)=O)N1N=NC(=C1)C(F)(F)F 2-[4-{5-chloro-2-[4-(trifluoromethyl)-1H-1,2,3-triazol-1-yl]phenyl}-5-methoxy-2-oxopyridin-1(2H)-yl]-N-(2,3-dimethyl-2H-indazol-5-yl)butanamide